COC1=C(C=NC=C1)B(O)O (4-Methoxy-3-pyridinyl)boronic acid